1-(4-bromophenyl)-3-(dimethylamino)prop-2-en-1-one BrC1=CC=C(C=C1)C(C=CN(C)C)=O